F[C@H]1CN2CC3(CC2(C1)CO)CC3 ((6'R)-6'-fluorodihydro-1'H,3'H-spiro[cyclopropan-1,2'-pyrrolizin]-7a'(5'H)-yl)methanol